6-(2-hydroxyethoxy)-4-(5-(6-((6-methoxypyridin-3-yl)methyl)-3,6-diazabicyclo[3.1.1]heptan-3-yl)-1,3,4-thiadiazol-2-yl)pyrazolo[1,5-a]pyridine-3-carbonitrile OCCOC=1C=C(C=2N(C1)N=CC2C#N)C=2SC(=NN2)N2CC1N(C(C2)C1)CC=1C=NC(=CC1)OC